FC1(C=C1C1=C(C=CC=C1)OC)F 1-(3,3-difluorocycloprop-1-en-1-yl)-2-methoxybenzene